2,9-bis(naphthalen-2-yl)4,7-diphenyl-1,10-phenanthroline C1=C(C=CC2=CC=CC=C12)C1=NC2=C3N=C(C=C(C3=CC=C2C(=C1)C1=CC=CC=C1)C1=CC=CC=C1)C1=CC2=CC=CC=C2C=C1